[K+].P(=O)([O-])([O-])[O-].C(CCCCCCCCCCC)OCCCCCCCCCCCC.[K+].[K+] Dodecyl ether phosphate potassium